[K+].FC=1C(=CC=2N(C1)C(=C(N2)C)C(=O)[O-])C 6-fluoro-2,7-dimethylimidazo[1,2-a]pyridine-3-carboxylic acid potassium salt